4-amino-3,5-dichloro-6-(3-difluoromethyl-5-(p-tolyl)-1H-pyrazol-1-yl)-2-pyridinecarboxylic acid NC1=C(C(=NC(=C1Cl)N1N=C(C=C1C1=CC=C(C=C1)C)C(F)F)C(=O)O)Cl